COC1=C(C(=CC=C1)OC)N1C(=NC=2C1=NC=C(N2)NS(=O)(=O)CC2(CC2)O)C2=NC(=CC=C2)OCC N-(1-(2,6-dimethoxyphenyl)-2-(6-ethoxypyridin-2-yl)-1H-imidazo[4,5-b]pyrazin-5-yl)-1-(1-hydroxycyclopropyl)methanesulfonamide